C(CCC(=O)O)(=O)O.C1(CC1)N1C=C(C(C2=CC(=C(C(=C12)F)C=1C=C2CCN(C2=CC1)CC=1C(=NC(=NC1)N)N)F)=O)C(=O)OCC Ethyl 1-cyclopropyl-7-(1-((2,4-diaminopyrimidin-5-yl)methyl)indolin-5-yl)-6,8-difluoro-4-oxo-1,4-dihydroquinoline-3-carboxylate succinate